7-methoxy-2-hydroxynaphthalenealdehyde COC1=CC=C2C=CC(=C(C2=C1)C=O)O